C(C)OCC1(CCN(CC1)CC1=CC=C(C=C1)NC(C)=O)\C=C\C1=CSC=C1 (E)-N-(4-((4-(ethoxymethyl)-4-(2-(thiophen-3-yl)vinyl)piperidin-1-yl)methyl)phenyl)acetamide